FC1=CC(=C(C=C1)O)[C@@H](C)NC=1C=CC=2N(N1)C(=CN2)N2N=NC(=C2)CCO (R)-4-fluoro-2-(1-((3-(4-(2-hydroxyethyl)-1H-1,2,3-triazol-1-yl)imidazo[1,2-b]pyridazin-6-yl)amino)ethyl)phenol